1-chloro-3,5-diphenyltriazine ClN1NN(CC(=C1)C1=CC=CC=C1)C1=CC=CC=C1